2,5-di-(tert-butylperoxy)-hexane C(C)(C)(C)OOC(C)CCC(C)OOC(C)(C)C